NC1=C(C=C(CCN2[C@H](O[C@@H](C2=O)C)C=2C(=NN(C2)C2=CC=C(C=C2)Br)C2=CC=C(C=C2)F)C=C1)F (2R,5R)-3-(4-amino-3-fluorophenethyl)-2-(1-(4-bromophenyl)-3-(4-fluorophenyl)-1H-pyrazol-4-yl)-5-methyloxazolidin-4-one